9'H-[3,3'-bicarbazole] C1=CC(=CC=2C3=CC=CC=C3NC12)C=1C=CC=2NC3=CC=CC=C3C2C1